6-amino-5-(3-hydroxy-2,6-dimethylphenyl)-2-methyl-4-oxo-4,5-dihydrothieno[3,2-c]pyridine-7-carboxamide NC1=C(C2=C(C(N1C1=C(C(=CC=C1C)O)C)=O)C=C(S2)C)C(=O)N